4-formyl-3-nitrobenzonitrile C(=O)C1=C(C=C(C#N)C=C1)[N+](=O)[O-]